CN(C)C[Sn](CC)(CC)CN(C)C Bis(dimethylaminomethyl)diethyl-tin